C(C=C)(=O)N1CCN(CC1)C1=CC=C2C(N(C=3C=C(C=CC3C2=C1F)C1=C(C=CC=C1F)Cl)CC1CCCC1)=O 9-(4-acryloylpiperazin-1-yl)-3-(2-chloro-6-fluorophenyl)-5-(cyclopentylmethyl)-10-fluorophenanthridin-6(5H)-one